(R)-3-(6-(3-chloro-1H-pyrrolo[2,3-b]pyridin-5-yl)-2-(1-hydroxycyclopropane-1-carbonyl)-1,2,3,4-tetrahydroisoquinolin-8-yl)morpholine-4-carboxylic acid tert-butyl ester C(C)(C)(C)OC(=O)N1[C@@H](COCC1)C=1C=C(C=C2CCN(CC12)C(=O)C1(CC1)O)C=1C=C2C(=NC1)NC=C2Cl